N-benzoyluracil C(C1=CC=CC=C1)(=O)N1C(=O)NC(=O)C=C1